O=C1NC(CCC1N1CC2=CC=C(C=C2C1=O)CNC(OCC1=CC(=C(C(=C1)C)OCC)C)=O)=O (4-ethoxy-3,5-dimethylphenyl)methyl N-{[2-(2,6-dioxopiperidin-3-yl)-3-oxo-2,3-dihydro-1H-isoindol-5-yl]methyl}carbamate